7-Amino-2'-(((S)-1-methylpyrrolidin-2-yl)methoxy)-4'-(1,4-oxazepan-4-yl)-3,4,5',8'-tetrahydro-2H-spiro[naphthalene-1,7'-pyrano[4,3-d]pyrimidine]-8-carbonitrile NC1=CC=C2CCCC3(CC=4N=C(N=C(C4CO3)N3CCOCCC3)OC[C@H]3N(CCC3)C)C2=C1C#N